NC1=NC=CC(=C1C1CC1)SC=1C(=NC(=CN1)Cl)N 3-((2-amino-3-cyclopropylpyridin-4-yl)thio)-6-chloropyrazin-2-amine